ClC1=CC(=C(OC(C2=CC=CC(=N2)OC2CCN(CC2)CC2=NC3=C(N2C[C@H]2OCC2)C=C(C=C3)C(=O)O)([2H])[2H])C=C1)F (S)-2-((4-((6-((4-chloro-2-fluorophenoxy)methyl-d2)pyridin-2-yl)oxy)piperidin-1-yl)methyl)-1-(oxaCyclobutan-2-ylmethyl)-1H-benzo[d]imidazole-6-carboxylic acid